CC1=CC=CC(=N1)C1=NC=CC(=N1)NC1=NC(=NC=C1)NC=1C=C(C(=O)O)C=CC1 3-((4-((2-(6-methylpyridin-2-yl)pyrimidin-4-yl)amino)pyrimidin-2-yl)amino)benzoic acid